2-(2-acryloyloxyethoxy)-1,1'-binaphthalene C(C=C)(=O)OCCOC1=C(C2=CC=CC=C2C=C1)C1=CC=CC2=CC=CC=C12